5-bromo-3-isopropyl-2-methyl-2H-pyrazolo[3,4-b]pyridine BrC1=CC=2C(N=C1)=NN(C2C(C)C)C